(3S)-3-(methoxymethyl)-1,2,3,4-tetrahydroisoquinoline hydrochloride Cl.COC[C@H]1NCC2=CC=CC=C2C1